CC1=CC(=C(C=C1[N+](=O)[O-])C)C 1,3,4-trimethyl-6-nitrobenzene